O=C1NC(CCC1N1C(C2=CC=C(C=C2C1=O)N1CCC(CC1)N1CC(C1)C(=O)OC(C)(C)C)=O)=O tert-butyl 1-{1-[2-(2,6-dioxopiperidin-3-yl)-1,3-dioxo-2,3-dihydro-1H-isoindol-5-yl]piperidin-4-yl}azetidine-3-carboxylate